Cl.Cl.C(#N)C=1C=NN2C1C(=CC(=C2)OCC)C=2C=CC(=NC2)N2CCC(CC2)(C)NC([C@H](C)NC)=O (S)-N-(1-(5-(3-cyano-6-ethoxypyrazolo[1,5-a]pyridin-4-yl)pyridin-2-yl)-4-methylpiperidin-4-yl)-2-(methylamino)propanamide dihydrochloride